2-((((1,3-dimethoxypropane-2-yl)oxy)carbonyl)amino)ethyl acrylate C(C=C)(=O)OCCNC(=O)OC(COC)COC